COCC1=CC=C(C=C1)N1C(N(C[C@H]1C)C=1C=C2CN(C(C2=CC1)=O)C1C(NC(CC1)=O)=O)=O 3-(5-((R)-3-(4-(methoxymethyl)phenyl)-4-methyl-2-oxoimidazolidin-1-yl)-1-oxoisoindolin-2-yl)piperidine-2,6-dione